Cl.C1=CC=CC=2C3=CC=CC=C3C(C12)COC(=O)N[C@H](C(=O)O)CCN(C1=CC=C(C=C1)C)C (S)-2-((((9H-fluoren-9-yl)methoxy)carbonyl)amino)-4-(methyl(p-tolyl)amino)butanoic acid hydrochloride